The molecule is an N-acylethanolamine compound formed by a condensation of prostaglandin H2 and ethanolamine. It is a N-acylethanolamine and a prostaglandins H. It derives from a prostaglandin H2. CCCCC[C@@H](/C=C/[C@H]1[C@H]2C[C@@H]([C@@H]1C/C=C\\CCCC(=O)NCCO)OO2)O